(1R,3r,5S)-N-(3-chlorobenzyl)-8-(5-(5-fluoro-2-methoxypyridin-4-yl)-1H-pyrazole-3-carbonyl)-8-azabicyclo[3.2.1]octane-3-carboxamide ClC=1C=C(CNC(=O)C2C[C@H]3CC[C@@H](C2)N3C(=O)C3=NNC(=C3)C3=CC(=NC=C3F)OC)C=CC1